2-isopropylquinazoline C(C)(C)C1=NC2=CC=CC=C2C=N1